Dysprosium(III) oxide [O-2].[Dy+3].[O-2].[O-2].[Dy+3]